O=C1NC2=C(OC13CN(CC3)C(=O)OCCCC)N=CC(=C2)C2=CC=CC=C2 butyl 2-oxo-7-phenyl-1,2-dihydrospiro[pyrido[2,3-b][1,4]oxazine-3,3'-pyrrolidine]-1'-carboxylate